N-(bis(2-(trifluoromethyl)phenyl)phosphaneyl)-N-cyclohexyl-1,1-bis(3-(tributylsilyl)phenyl)phosphanamine FC(C1=C(C=CC=C1)P(N(P(C1=CC(=CC=C1)[Si](CCCC)(CCCC)CCCC)C1=CC(=CC=C1)[Si](CCCC)(CCCC)CCCC)C1CCCCC1)C1=C(C=CC=C1)C(F)(F)F)(F)F